(R)-(-)-1-[(S)-2-(diphenylphosphino)ferrocenyl]ethyl-dicyclohexylphosphine C1(=CC=CC=C1)P(C=1[C-](C=CC1)[C@@H](C)P(C1CCCCC1)C1CCCCC1)C1=CC=CC=C1.[CH-]1C=CC=C1.[Fe+2]